C(C1=CC=CC=C1)(C1=CC=CC=C1)(C1=CC=CC=C1)N1N=CC(=C1)C1=C(N)C=C(C=C1)C=1C=NN(C1)C(C1=CC=CC=C1)(C1=CC=CC=C1)C1=CC=CC=C1 2,5-bis(1-trityl-1H-pyrazol-4-yl)aniline